C(C)OC(C(=O)C1=CC(=C(C=C1)C)Cl)=O 2-(3-chloro-4-methylphenyl)-2-oxoacetic acid ethyl ester